CC1(NC(C=C(C1)C1=NC(=NC=C1)N)(C)C)C 4-(2,2,6,6-tetramethyl-1,2,3,6-tetrahydropyridin-4-yl)pyrimidin-2-amine